C(C)(C)(C)OC(NC1C(CN(C12CCCC2)C2=NC(=CC=C2)Cl)(F)F)=O (1-(6-Chloropyridinyl)-3,3-difluoro-1-azaspiro[4.4]nonan-4-yl)carbamic acid tert-butyl ester